N[C@@H](CC(=O)OC(C)(C)C)C(NCCOCCOCCOCCOCCNC([C@H](CC(=O)OC(C)(C)C)N)=O)=O (3S,22S)-di-tert-butyl 3,22-diamino-4,21-dioxo-8,11,14,17-tetraoxa-5,20-diazatetracosane-1,24-dioate